CC1=CN=C2SC(=NN21)N2CCC1(CC2)[C@@H](C2=CC=CC=C2C1)N (S)-1'-(5-methylimidazo[2,1-b][1,3,4]thiadiazol-2-yl)-1,3-dihydrospiro[inden-2,4'-piperidin]-1-amine